The molecule is a phosphonic acid having a 1-hydroxy-2-aminoethyl group attached to the phosphorus. It derives from a phosphonic acid. It is a tautomer of a (2-amino-1-hydroxyethyl)phosphonate zwitterion. C(C(O)P(=O)(O)O)N